2-(1-(cyclopropylsulfonyl)-1H-pyrazol-4-yl)-N-(4-(4-methoxy-4-methylpiperidin-1-yl)-5-(pyridin-3-ylethynyl)pyridin-2-yl)pyrimidin-4-amine C1(CC1)S(=O)(=O)N1N=CC(=C1)C1=NC=CC(=N1)NC1=NC=C(C(=C1)N1CCC(CC1)(C)OC)C#CC=1C=NC=CC1